N(=O)[O-].[Al+3].N(=O)[O-].N(=O)[O-] aluminium nitrite